C(CCC)[C@@H]1N(S(C2=C(N(C1)C1=CC=CC=C1)C=C(C(=C2)CSCC(=O)O)SC)(=O)=O)C (S)-2-(((3-butyl-2-methyl-7-(methylthio)-1,1-dioxido-5-phenyl-2,3,4,5-tetrahydro-1,2,5-benzothiadiazepin-8-yl)methyl)thio)acetic acid